nickel silver aluminum [Al].[Ag].[Ni]